4-(2,4-dichloropyrimidin-5-yl)-1-methylpyridin-2(1H)-one ClC1=NC=C(C(=N1)Cl)C1=CC(N(C=C1)C)=O